[C@H]12CN(C[C@H](CC1)N2)C=2C1=C(N=C(N2)OCC23CCCN3CCC2)C(=C(N=C1)C1=C(C=CC=C1)C1CC1)F 4-((1R,5S)-3,8-diazabicyclo[3.2.1]octan-3-yl)-7-(2-cyclopropylphenyl)-8-fluoro-2-((hexahydro-1H-pyrrolizin-7a-yl)methoxy)pyrido[4,3-d]pyrimidine